FC1=C(C#N)C=CC(=C1)C(=O)N1CCC2(CC1)CCC(CC2)N(C=2C1=C(N=CN2)NC=C1)C 2-fluoro-4-{9-[methyl-(7H-pyrrolo[2,3-d]pyrimidin-4-yl)-amino]-3-aza-spiro[5.5]undecane-3-carbonyl}-benzonitrile